methyl (S)-3-(7-chloro-8-methoxy-2-(2-methoxyacetyl)-1-methyl-4-oxo-1,2,3,4-tetrahydro-5H-pyrrolo[3,4-c]quinolin-5-yl)propanoate ClC=1C(=CC=2C3=C(C(N(C2C1)CCC(=O)OC)=O)CN([C@H]3C)C(COC)=O)OC